2-(2-isopropylphenyl)-9-[[4-[1-(methoxymethyl)-4-(trifluoromethyl)imidazol-2-yl]phenyl]methyl]-7-methyl-purin-8-imine C(C)(C)C1=C(C=CC=C1)C1=NC=C2N(C(N(C2=N1)CC1=CC=C(C=C1)C=1N(C=C(N1)C(F)(F)F)COC)=N)C